IC1=C(C(=O)OC)C=C(C(=C1OC)OC)OC methyl 2-iodo-3,4,5-trimethoxybenzoate